ClC=1C(=CC(=C(C(=O)NC2=CC(=C(C=C2)F)C#N)C1)C1CCOC2=CC(=CC=C12)F)C(F)(F)F 5-chloro-N-(3-cyano-4-fluorophenyl)-2-(7-fluorochroman-4-yl)-4-trifluoromethylbenzamide